2-[4-[3-[4-(Hydroxymethyl)phenyl]prop-2-enoyl]phenoxy]acetic acid OCC1=CC=C(C=C1)C=CC(=O)C1=CC=C(OCC(=O)O)C=C1